FC(OC1=CC=C(C=C1)C=1N=C2N(C(C1)=O)C=C(C=C2)N2CCNCC2)F 2-[4-(Difluoromethoxy)phenyl]-7-(piperazin-1-yl)-4H-pyrido[1,2-a]pyrimidin-4-one